1-((S)-3-(4-amino-7-methyl-5-((S)-4-(pyrrolidine-1-carbonyl)cyclohex-1-en-1-yl)-7H-pyrrolo[2,3-d]pyrimidin-6-yl)pyrrolidin-1-yl)prop-2-en-1-one NC=1C2=C(N=CN1)N(C(=C2C2=CC[C@H](CC2)C(=O)N2CCCC2)[C@@H]2CN(CC2)C(C=C)=O)C